tetrafluorononyltetrafluorononylsulfonate FC(CCCCCCCC(F)(F)F)OS(=O)(=O)C(CCCCCCCC(F)(F)F)F